OC1C(C(C1)NC(=O)C1CCN(CC1)C1=NC(=NO1)C1=CC=C(C=C1)OC)(C)C N-(3-hydroxy-2,2-dimethylcyclobutyl)-1-(3-(4-methoxyphenyl)-1,2,4-oxadiazol-5-yl)piperidine-4-carboxamide